COC(CC(CN)C1=CC(=CC=C1)Cl)=O 4-amino-3-(3-chlorophenyl)butanoic acid methyl ester